ClC1=CC(=C(N=N1)C(=O)NC([2H])([2H])[2H])NC1=NC=CC(=C1OC)C1=NC=C(N=C1)C(C)(C)O 6-chloro-4-((4-(5-(2-hydroxypropan-2-yl)pyrazin-2-yl)-3-methoxypyridin-2-yl)amino)-N-(methyl-d3)pyridazine-3-carboxamide